(±)-(4Z)-4-(1,3-Benzothiazol-6-ylmethylene)-2-[[cis-2-methoxycyclopentyl]amino]-1H-imidazol-5-one S1C=NC2=C1C=C(C=C2)\C=C\2/N=C(NC2=O)N[C@H]2[C@H](CCC2)OC |r|